O=C(CNC(=O)C1CCN(CC1)C=1N=NC=CC1)NC=1C=C2CC3(C(NC4=NC=CC=C43)=O)CC2=CC1 N-(2-oxo-2-((2'-oxo-1,1',2',3-tetrahydrospiro[indene-2,3'-pyrrolo[2,3-b]pyridin]-5-yl)amino)ethyl)-1-(pyridazin-3-yl)piperidine-4-carboxamide